C(CCC)(=S)S dithio-butyric acid